(2S,4R)-allyl 2-methyl-4-(2-((1R,3R)-4-methyl-3-(methylamino)-1-(prop-2-yn-1-yloxy)pentyl)thiazole-4-carboxamido)-5-phenylpentanoate C[C@H](C(=O)OCC=C)C[C@H](CC1=CC=CC=C1)NC(=O)C=1N=C(SC1)[C@@H](C[C@H](C(C)C)NC)OCC#C